C(#N)C(C)OC1=NC(=NC=C1C(=O)NC1=C(C=CC=C1Cl)Cl)SC 4-(1-cyanoethoxy)-N-(2,6-dichlorophenyl)-2-(methylsulfanyl)pyrimidine-5-carboxamide